BrC1=C(C=C(C(=C1C)[N+](=O)[O-])C)C 2-bromo-1,3,5-trimethyl-4-nitrobenzene